ClC1=CC(=C(C=C1)COC1=NN(C=C1)C1CCN(CC1)CC=1N(C2=C(N1)C=CC(=C2)C(=O)OC)C[C@H]2OCC2)C#N methyl 2-[[4-[3-[(4-chloro-2-cyano-phenyl)methoxy]pyrazol-1-yl]-1-piperidyl]methyl]-3-[[(2S)-oxetan-2-yl]methyl]benzimidazole-5-carboxylate